COC1=CC(=C(C(=C1)C)B(O)O)C (4-methoxy-2,6-dimethyl-phenyl)boronic acid